C(C)S(=O)(=O)NC1=CC=C(C=C1)C1=NNC(=C1C(=O)N)NC1=NC(=CN=C1)OC 3-(4-(ethylsulfonamido)phenyl)-5-((6-methoxypyrazin-2-yl)amino)-1H-pyrazole-4-carboxamide